O=C1NC2=CC=C(C=C2C1=C(NC1=CC=C(C=C1)CN1CCCCC1)C1=CC=CC=C1)NC(CC1=CC=CC=C1)=O N-{2-oxo-3-[phenyl-(4-piperidin-1-ylmethyl-phenylamino)-methylene]-2,3-dihydro-1H-indol-5-yl}-2-phenylacetamide